3-Amino-3-({1-methoxy-3-[(4-methylcyclohexyl)oxy]-1,3-dioxopropan-2-yl}carbamoyl)propanoic acid NC(CC(=O)O)C(NC(C(=O)OC)C(=O)OC1CCC(CC1)C)=O